[Si](C)(C)(C(C)(C)C)OCCNC(C)C=1C(=NC=CC1)N 3-(1-((2-((tert-butyldimethylsilyl)oxy)ethyl)amino)ethyl)pyridin-2-amine